(S)-N-(1-(2-aminopropionyl)piperidin-4-yl)-4-(1H-benzo[d]imidazol-2-yl)benzenesulfonamide N[C@H](C(=O)N1CCC(CC1)NS(=O)(=O)C1=CC=C(C=C1)C1=NC2=C(N1)C=CC=C2)C